4-{7-[(2S)-2-benzyl-3-[(tert-butoxycarbonyl)amino]propionylamino]-1H-indol-3-yl}pyrazole-1-carboxylic acid tert-butyl ester C(C)(C)(C)OC(=O)N1N=CC(=C1)C1=CNC2=C(C=CC=C12)NC([C@H](CNC(=O)OC(C)(C)C)CC1=CC=CC=C1)=O